C1(=CC=CC=C1)P(C1=C(C=CC=C1)C=1C(=CC=CC1\C=C\C1=CC=C(C=C1)OC)N(C)C)C1=CC=CC=C1 (E)-2'-(diphenylphosphino)-6-(4-methoxystyryl)-N,N-dimethyl-[1,1'-biphenyl]-2-amine